N'-(3-bromo-7-chloro-1,6-naphthyridin-2-yl)-N,N-dimethylacetamidine BrC=1C(=NC2=CC(=NC=C2C1)Cl)N=C(C)N(C)C